COC1=C(OCC2CO2)C=CC=C1 2-[(2-methoxyphenoxy)methyl] ethylene oxide